COC(=O)C=1C=C2C3=C(NC2=C(C1)C)N=CN=C3N 4-amino-8-methyl-9H-pyrimido[4,5-b]indole-6-carboxylic acid methyl ester